1-[6-(5-chloro-1,3-benzoxazol-2-yl)spiro[3.3]heptan-2-yl]-3-isopropyl-urea ClC=1C=CC2=C(N=C(O2)C2CC3(CC(C3)NC(=O)NC(C)C)C2)C1